3-(3-(Dimethylamino)propylamino)propylamine CN(CCCNCCCN)C